FC(C#CC=1C=CC=2OC[C@@H](C(N(C2N1)C)=O)NC(=O)C1=NC=CC(=C1)OC1=CC=CC=C1)(C1COC1)F (S)-N-(7-(3,3-difluoro-3-(oxetan-3-yl)prop-1-yn-1-yl)-5-methyl-4-oxo-2,3,4,5-tetrahydropyrido[3,2-b][1,4]oxazepin-3-yl)-4-phenoxypyridineamide